Methyl-4-{[3-bromo-4-[(2,4-difluorobenzyl)oxy]-6-methyl-2-oxopyridin-1(2H)-yl]methyl}pyrimidine CC1=NC=CC(=N1)CN1C(C(=C(C=C1C)OCC1=C(C=C(C=C1)F)F)Br)=O